3-(((4,4-bis(octyloxy)butanoyl)oxy)methyl)-5-(13-ethyl-6-hexyl-3,8-dioxo-2,7,9-trioxa-13-azapentadecyl)benzyl (9Z,12Z)-octadeca-9,12-dienoate C(CCCCCCC\C=C/C\C=C/CCCCC)(=O)OCC1=CC(=CC(=C1)COC(CCC(OC(OCCCN(CC)CC)=O)CCCCCC)=O)COC(CCC(OCCCCCCCC)OCCCCCCCC)=O